6-(4-biphenylylamino)-2-ethyl-1-[6-(4-piperidyloxy)-2-pyridyl]-1,2-dihydro-3H-1,2,5,7-tetraazainden-3-one C1(=CC=C(C=C1)NC1=NC=C2C(N(N(C2=N1)C1=NC(=CC=C1)OC1CCNCC1)CC)=O)C1=CC=CC=C1